methyl 3-amino-1-(1,2,3,4-tetrahydroquinoline-4-carbonyl)-6,7-dihydro-1H-pyrazolo[4,3-c]pyridine-5(4H)-carboxylate NC1=NN(C2=C1CN(CC2)C(=O)OC)C(=O)C2CCNC1=CC=CC=C21